benzyl (1-(6-acetamido-1-(2-(1,1-difluoroethyl)-6-methylpyrimidin-4-yl)-1H-pyrazolo[4,3-c]pyridin-3-yl)pyrrolidin-3-yl)(methyl)carbamate C(C)(=O)NC1=CC2=C(C=N1)C(=NN2C2=NC(=NC(=C2)C)C(C)(F)F)N2CC(CC2)N(C(OCC2=CC=CC=C2)=O)C